[Fe].[Mn].[Li] Lithium manganese iron